1-(2-aminoethyl)-4-chloro-1H-pyrazole-3,5-dicarboxylic acid diethyl ester C(C)OC(=O)C1=NN(C(=C1Cl)C(=O)OCC)CCN